C([O-])([O-])=O.[Al+3].[Zn+2].[Mg+2] magnesium zinc aluminium carbonate